C(#N)C(SCC(=O)OC)C=1N=NN(C1)C methyl 2-((cyano(1-methyl-1H-1,2,3-triazol-4-yl)methyl)thio)acetate